4-((3-(4-(((1S,4S)-4-(diethylamino)cyclohexyl)amino)-1-(2,2,2-trifluoroethyl)-1H-indol-2-yl)prop-2-yn-1-yl)amino)-3-methoxy-N-methyl-benzamide C(C)N(C1CCC(CC1)NC1=C2C=C(N(C2=CC=C1)CC(F)(F)F)C#CCNC1=C(C=C(C(=O)NC)C=C1)OC)CC